N-(3-(guanidinoformyl)-4-fluorophenyl)-2-(4-fluoro-2-methylphenoxy)-5-(prop-1-yn-1-yl)-4-(trifluoromethyl)benzamide N(C(=N)N)C(=O)C=1C=C(C=CC1F)NC(C1=C(C=C(C(=C1)C#CC)C(F)(F)F)OC1=C(C=C(C=C1)F)C)=O